4-(3-chloro-4-fluoro-phenyl)-5-[4-[(3S)-1-(3-fluoropropyl)pyrrolidin-3-yl]oxyphenyl]-2,3-dihydro-1-benzothiepin-7-ol ClC=1C=C(C=CC1F)C=1CCSC2=C(C1C1=CC=C(C=C1)O[C@@H]1CN(CC1)CCCF)C=C(C=C2)O